4-(trifluoromethyl)-phenylhexanoic acid FC(C1=CC=C(C=C1)C(C(=O)O)CCCC)(F)F